ClC=1C(=CC(=C(CN2[C@@H](CCCC2)C(=O)O)C1)OCC(=O)N1CCS(CC1)(=O)=O)OCC1=C(C(=CC=C1)C1=CC2=C(OCCO2)C=C1)C (S)-1-(5-chloro-4-((3-(2,3-dihydrobenzo[b][1,4]dioxin-6-yl)-2-methylbenzyl)oxy)-2-(2-(1,1-dioxidothiomorpholino)-2-oxoethoxy)benzyl)piperidine-2-carboxylic acid